(3s,4s)-3-hydrazino-4-hydroxy-pyrrolidine-1-carboxylic acid tert-butyl ester C(C)(C)(C)OC(=O)N1C[C@@H]([C@H](C1)O)NN